COC(CN=[N+]=[N-])=O methyl-2-azidoacetate